1-hydroxy-3-isopropylcyclobutane-1-carboxylic acid OC1(CC(C1)C(C)C)C(=O)O